OCC=1C=C(C=C(C1)CO)N=NC(C#N)(C)C 3,5-dihydroxymethylphenylazo-2-methylpropionitrile